(2R,3S,5R)-2-((bis(4-methoxyphenyl)(phenyl)methoxy)methyl)-5-(9H-purin-9-yl)tetrahydrofuran-3-ol COC1=CC=C(C=C1)C(OC[C@H]1O[C@H](C[C@@H]1O)N1C2=NC=NC=C2N=C1)(C1=CC=CC=C1)C1=CC=C(C=C1)OC